2-[[6-[(E)-2-[6-[2-(methylcarbamoyl)phenyl]thio-1-tetrahydropyran-2-yl-indazol-3-yl]vinyl]-3-pyridyl]oxymethyl]pyrrolidin CNC(=O)C1=C(C=CC=C1)SC1=CC=C2C(=NN(C2=C1)C1OCCCC1)/C=C/C1=CC=C(C=N1)OCC1NCCC1